BrC1=CC(=NC=C1)NC(=O)CCN1CCN(CC1)C(=O)OC(C)(C)C Tert-Butyl 4-{2-[(4-Bromopyridin-2-Yl)Carbamoyl]Ethyl}Piperazine-1-Carboxylate